Cl.FC(C=1C=NC(=NC1)N)(F)F 5-(trifluoromethyl)pyrimidin-2-amine hydrochloride